FC1=NC(=C2N=CN(C2=N1)C1OCCC1)NCC1=C(C(=CC=C1)Cl)Cl 2-fluoro-6-[(2,3-dichlorobenzyl)amino]-9-(tetrahydrofuran-2-yl)-9H-purine